zirconium, magnesium salt [Mg].[Zr]